NC1(CCN(CC1)C=1N=CC(=NC1)SC=1C(=C(C(=O)NS(=O)(=O)C2CCCCC2)C=CC1)Cl)C 3-((5-(4-Amino-4-methylpiperidin-1-yl)pyrazin-2-yl)thio)-2-chloro-N-(cyclohexylsulfonyl)benzamide